CO[Si](CCCOCCC[Si](OC)(OC)OC)(OC)OC 3-trimethoxysilylpropyl ether